FC1(C[C@]12CC1(CCCN1C2)C(=O)OC)F methyl (1S)-2,2-difluorodihydro-1'H,3'H-spiro[cyclopropane-1,2'-pyrrolizine]-7a'(5'H)-carboxylate